4-(1,2,5-trimethyl-2,5-diaza-1-silylcyclopentyl)styrene CC1(N(C(CN1C)C1=CC=C(C=C)C=C1)C)[SiH3]